(R)-6-chloro-3-((1-(2-cyano-7-methyl-3-((oxetan-3-ylmethyl)amino)quinoxalin-5-yl)ethyl)amino)picolinic acid ClC1=CC=C(C(=N1)C(=O)O)N[C@H](C)C1=C2N=C(C(=NC2=CC(=C1)C)C#N)NCC1COC1